N=1C=NN2C1C=C(C=C2)OC2=CC(=C(C=C2C)NC2=NC=NC1=CC(=C(C=C21)NC(C(=CC2N(CCC2)C([2H])([2H])[2H])F)=O)OC)OC N-(4-((4-([1,2,4]triazolo[1,5-a]pyridin-7-yloxy)-2-methoxy-5-methylphenyl)amino)-7-methoxyquinazolin-6-yl)-2-fluoro-3-(1-(methyl-d3)pyrrolidin-2-yl)acrylamide